N-{[4-(2H-1,3-benzodioxole-4-sulfonyl)phenyl]methyl}thieno[2,3-c]pyridine-2-carboxamide O1COC2=C1C=CC=C2S(=O)(=O)C2=CC=C(C=C2)CNC(=O)C2=CC=1C(=CN=CC1)S2